C(C)N1CCN(CC1)C1=NC=C(C=C1NS(=O)(=O)CC1=CC=CC=C1)C(=O)N1CCC(CC1)C1=CC=C(C=C1)OC=1N=NC(=CC1)C(F)(F)F N-(2-(4-ethylpiperazin-1-yl)-5-(4-(4-((6-(trifluoromethyl)pyridazin-3-yl)oxy)phenyl)-piperidine-1-carbonyl)pyridin-3-yl)-1-phenylmethanesulfonamide